Ethyl 2-((2'-fluoro-4-methyl-4'-((4-methylpiperazin-1-yl)sulfonyl)-[1,1'-biphenyl]-3-yl)(propyl)amino)thiazole-4-carboxylate FC1=C(C=CC(=C1)S(=O)(=O)N1CCN(CC1)C)C1=CC(=C(C=C1)C)N(C=1SC=C(N1)C(=O)OCC)CCC